C(C1=CC=CC=C1)SC1=C(OCC2=CC(=NC=C2)OC)C=CC(=C1)CC 4-((2-(benzylthio)-4-ethylphenoxy)methyl)-2-methoxypyridine